N1(CCNCC1)C(=O)O[C@@]1(C(OCC=2C(N3CC=4C(=NC=5C=CC(=CC5C4)OC)C3=CC21)=O)=O)CC (S)-4-ethyl-9-methoxy-3,14-dioxo-3,4,12,14-tetrahydro-1H-pyrano[3',4':6,7]-indolizino[1,2-b]quinolin-4-yl piperazine-1-carboxylate